CC=1C(=NC(=CC1OC(CC)CC)C)OC1=C(C=C(C=C1C)C)C 3,6-dimethyl-4-(pentan-3-yloxy)-2-(2,4,6-trimethylphenoxy)pyridine